ClC1=CC(=C(C=C1Cl)O)CN1CCC(CC1)C 4,5-dichloro-2-((4-methylpiperidin-1-yl)methyl)phenol